3-(5-(2,6-dimethylphenyl)pyridin-3-yl)-3-((R)-2-(5-methyl-2-oxopyridin-1(2H)-yl)-2-phenylacetamido)propanoic acid CC1=C(C(=CC=C1)C)C=1C=C(C=NC1)C(CC(=O)O)NC([C@@H](C1=CC=CC=C1)N1C(C=CC(=C1)C)=O)=O